C[C@@H]1N(C[C@H](N(C1)CCC(F)(F)F)C)C(=O)N1C(C=2NN=C(C2C1)NC1=NC(=NC=C1F)OCC)(C)C 5-{[(2S,5R)-2,5-dimethyl-4-(3,3,3-trifluoropropyl)piperazin-1-yl]carbonyl}-N-(2-ethoxy-5-fluoropyrimidin-4-yl)-6,6-dimethyl-1,4,5,6-tetrahydropyrrolo[3,4-c]pyrazol-3-amine